FC1=C2CN(C(C2=CC(=C1OC)CC1=CC=C(C=C1)OC)=O)[C@H]1COCC[C@@H]1O 4-fluoro-2-[(3S,4S)-4-hydroxytetrahydro-2H-pyran-3-yl]-5-methoxy-6-(4-methoxybenzyl)-2,3-dihydro-1H-isoindol-1-one